C(C)(C)(C)OC(=O)N1C[C@H]([C@@H](CC1)OC=1C=C2C(=NC=NC2=CC1OC1CC1)C=1C(=NN(C1)C)C1=CC=CC=C1)F.CC1=CC=C(C=C1)S(=O)(=O)NC(C=C)=O N-(p-toluenesulfonyl)acrylamide tert-butyl-(3R,4R)-4-{[7-cyclopropoxy-4-(1-methyl-3-phenyl-1H-pyrazol-4-yl)quinazolin-6-yl]oxy}-3-fluoropiperidine-1-carboxylate